methyl 3,4-dihydroxybenzoate OC=1C=C(C(=O)OC)C=CC1O